4-(7-(6-(bis(4-methoxybenzyl)amino)-4-methyl-3-(trifluoromethyl)pyridin-2-yl)-6-chloro-2,8-difluoroquinazolin-4-yl)piperazine-1-carboxylic acid tert-butyl ester C(C)(C)(C)OC(=O)N1CCN(CC1)C1=NC(=NC2=C(C(=C(C=C12)Cl)C1=NC(=CC(=C1C(F)(F)F)C)N(CC1=CC=C(C=C1)OC)CC1=CC=C(C=C1)OC)F)F